methyl 5-benzyl-3-((2-methylimidazo[1,2-a]pyridine-8-carboxamido)methyl)-4,5-dihydroisoxazole-5-carboxylate C(C1=CC=CC=C1)C1(CC(=NO1)CNC(=O)C=1C=2N(C=CC1)C=C(N2)C)C(=O)OC